OC=1C=C(C2=C(OC(OC2=O)(C2=CC=C(C=C2)C(F)(F)F)C)C1C=1C=C(C=CC1)C)CCCCC 7-hydroxy-2-methyl-5-pentyl-8-(m-tolyl)-2-(4-(trifluoromethyl)phenyl)-4H-benzo[d][1,3]dioxin-4-one